morpholino(4-morpholino-2-(3-(m-tolyl)-1H-pyrazol-1-yl)furo[3,2-d]pyrimidin-6-yl)methanone O1CCN(CC1)C(=O)C1=CC=2N=C(N=C(C2O1)N1CCOCC1)N1N=C(C=C1)C=1C=C(C=CC1)C